(1R,2R,4R)-4-methyl-cyclohexane-1,2-diamine C[C@H]1C[C@H]([C@@H](CC1)N)N